acrylic acid, amide imide C(C=C)(N)=N